5-[[3-ethyl-5-[(2S)-2-(2-hydroxyethyl)-1-piperidyl]pyrazolo[1,5-a]pyrimidin-7-yl]aminomethyl]pyridin-2-ol C(C)C=1C=NN2C1N=C(C=C2NCC=2C=CC(=NC2)O)N2[C@@H](CCCC2)CCO